C[Si](CCOCN1N=CC(=C1)N1C=NC2=C1C=CC(=C2)C(=O)O)(C)C (1-((2-(trimethylsilyl)ethoxy)methyl)-1H-pyrazol-4-yl)-1H-benzo[d]imidazole-5-carboxylic acid